[5-[4-[tert-butyl(dimethyl)silyl]oxybutyl]-2-methylsulfanyl-pyrimidin-4-yl]-(4-fluoro-2-methoxy-phenyl)methanol [Si](C)(C)(C(C)(C)C)OCCCCC=1C(=NC(=NC1)SC)C(O)C1=C(C=C(C=C1)F)OC